(4-(cyanomethyl)-4-(trifluoromethyl)cyclohexylidene)-2-methylpropane-2-sulfinamide C(#N)CC1(CCC(CC1)=CC(C)(S(=O)N)C)C(F)(F)F